C(C)(C)(C)OC(=O)NCC=1SC2=C(N1)C=C(C(=C2)C)C(=O)OC methyl 2-(((tert-butoxycarbonyl)amino)methyl)-6-methylbenzo[d]thiazole-5-carboxylate